CO\C(\C(=O)O)=C/C1=CC=C(C2=C1SC=C2)OC(CC=2N=C(OC2C([2H])([2H])[2H])C2=C(C(=C(C(=C2[2H])[2H])[2H])[2H])[2H])([2H])[2H] (Z)-2-methoxy-3-(4-(2-(5-(methyl-d3)-2-(phenyl-d5)oxazol-4-yl)ethoxy-1,1-d2)benzo[b]thiophen-7-yl)acrylic acid